2,5-bis(3-thietanylthiomethyl)-1,4-dithian S1CC(C1)SCC1SCC(SC1)CSC1CSC1